OC1CCN(CC1)C1=C(C=C(C(=C1)OC)NC1=NC=CC(=N1)C=1C=C(C2=C(N(C(=N2)C)C(C)C)C1)F)NC(C=C)=O N-(2-(4-hydroxypiperidin-1-yl)-5-((4-(4-fluoro-1-isopropyl-2-methyl-1H-benzo[d]imidazol-6-yl)pyrimidin-2-yl)amino)-4-methoxyphenyl)acrylamide